3-(1-(4-(2,4-dioxotetrahydropyrimidin-1(2H)-yl)phenyl)piperidin-4-yl)-N-methylpropanamide O=C1N(CCC(N1)=O)C1=CC=C(C=C1)N1CCC(CC1)CCC(=O)NC